CC1=C(C(=CC=C1)C)C1=C(C=C(C(=N1)CO)F)OC (6-(2,6-dimethylphenyl)-3-fluoro-5-methoxypyridin-2-yl)methanol